ClC1=CC(=C(C=C1)C1=NC(=CN2C1=NC(=C(C2=O)C)C)[C@@H]2C[C@@H](OCC2)C2=CC(=NC=C2)C)F |r| 9-(4-chloro-2-fluoro-phenyl)-2,3-dimethyl-7-[rac-(2R,4S)-2-(2-methyl-4-pyridyl)tetrahydropyran-4-yl]pyrazino[1,2-a]pyrimidin-4-one